N-cyclobutyl-2-((3-(2,6-dioxopiperidin-3-yl)-1-methyl-1H-indazol-7-yl)oxy)-acetamide C1(CCC1)NC(COC=1C=CC=C2C(=NN(C12)C)C1C(NC(CC1)=O)=O)=O